ClC=1C=C(C=C(C1F)Cl)[C@@]1(CC(=NO1)C1=CC(=C(C(=O)NC2C(N(OC2)CC)=O)C=C1)C)C(F)(F)F 4-((S)-5-(3,5-dichloro-4-fluorophenyl)-5-(trifluoromethyl)-4,5-dihydroisoxazol-3-yl)-N-(2-ethyl-3-oxoisoxazolidin-4-yl)-2-methylbenzamide